(2R,4R)-1-(tert-Butoxycarbonyl)-4-methoxy-4-(trifluoromethyl)pyrrolidine-2-carboxylic acid C(C)(C)(C)OC(=O)N1[C@H](C[C@@](C1)(C(F)(F)F)OC)C(=O)O